CN(C1=CC2=C(N=C(S2)C2=CC=C(C=C2)C=2C=CC(=NC2)NCCOCCN2C(C(CCC2=O)N2C(C3=CC=C(C=C3C2)O)=O)=O)C=C1)C 1-(2-(2-((5-(4-(6-(dimethylamino)benzo[d]thiazol-2-yl)phenyl)pyridin-2-yl)amino)ethoxy)ethyl)-3-(5-hydroxy-1-oxoisoindolin-2-yl)piperidine-2,6-dione